NC1=NNC2=C1C(=NC=C2C2=NC=C(C=C2)Cl)C2=CC=C(CNC(C1=C(C=CC(=C1)F)OC)=O)C=C2 N-(4-(3-amino-7-(5-chloropyridin-2-yl)-1H-pyrazolo[4,3-c]pyridin-4-yl)benzyl)-5-fluoro-2-methoxybenzamide